Cl.NC1(CC1)CO (aminocyclopropyl)methanol hydrochloride